3,5-dibromo-1-(Oxetan-3-yl)-1,2,4-triazole BrC1=NN(C(=N1)Br)C1COC1